2-{[8-(3-cyano-5-methoxyphenyl)-3-oxo-1H,2H,3H-benzo[e]isoindol-2-yl]methyl}prop-2-enamide C(#N)C=1C=C(C=C(C1)OC)C=1C=CC2=C(C=3CN(C(C3C=C2)=O)CC(C(=O)N)=C)C1